(RS)-5-fluoro-3-methyl-4-(1,2,3,4-tetrahydroisoquinolin-5-yl)-2-(trifluoromethyl)-1H-indole-7-carboxamide TFA salt OC(=O)C(F)(F)F.FC=1C(=C2C(=C(NC2=C(C1)C(=O)N)C(F)(F)F)C)C1=C2CCNCC2=CC=C1